3-(3-methyl-2-oxopyrazin-1(2H)-yl)piperidine-2,2,5,5-d4-1-carboxamide CC=1C(N(C=CN1)C1C(N(CC(C1)([2H])[2H])C(=O)N)([2H])[2H])=O